2-(bromomethyl)-5-(((tert-butyldimethylsilyl)oxy)methyl)thiazole ethyl-7-chloro-5-(4-isobutyrylpiperazin-1-yl)imidazo[1,5-a]pyridine-1-carboxylate C(C)OC(=O)C=1N=CN2C1C=C(C=C2N2CCN(CC2)C(C(C)C)=O)Cl.BrCC=2SC(=CN2)CO[Si](C)(C)C(C)(C)C